(3-(1-(dimethylamino)ethyl)-3-methoxypyrrolidin-1-yl)-2,6-difluoro-N-(6-fluoropyridin-2-yl)benzenesulfonamide CN(C(C)C1(CN(CC1)C=1C(=C(C(=CC1)F)S(=O)(=O)NC1=NC(=CC=C1)F)F)OC)C